CCC(C)(CC)C1=NOC(=C1)NC(=O)C2=C(C=CC=C2OC)OC The molecule is a benzamide obtained by formal condensation of the carboxy group of 2,6-dimethoxybenzoic acid and the amino group of 3-(3-methylpentan-3-yl)-1,2-oxazol-5-amine. It has a role as a herbicide and a cellulose synthesis inhibitor. It is a member of isoxazoles and a member of benzamides.